[Na+].ClC1=C(C(=O)[O-])C(=CC=C1)SC1=NC(=CC(=N1)OC)OC 2-chloro-6-(4,6-dimethoxy-pyrimidin-2-ylthio)-benzoic acid sodium salt